BrC1=CC=C(C=C1)NC1C(C(NC=2C=C3C(=CC12)OCO3)=O)(C)C 8-((4-Bromophenyl)amino)-7,7-dimethyl-7,8-dihydro-[1,3]dioxolo[4,5-g]quinolin-6(5H)-one